C(C)OC(=O)N1CC(C(C1)=O)(C(=O)O)C 3-methyl-4-oxopyrrolidine-1,3-dicarboxylic acid ethyl ester